N-(4-cyanobenzyl)-2-ethynylthiazole-4-carboxamide C(#N)C1=CC=C(CNC(=O)C=2N=C(SC2)C#C)C=C1